3-Amino-2,6-difluoro-N-phenylbenzamide NC=1C(=C(C(=O)NC2=CC=CC=C2)C(=CC1)F)F